6-[3-(methoxymethoxy)-4-(4,4,5,5-tetramethyl-1,3,2-dioxaborolan-2-yl)phenyl]-2-methyl-8-(trifluoromethyl)imidazo[1,2-a]pyridine COCOC=1C=C(C=CC1B1OC(C(O1)(C)C)(C)C)C=1C=C(C=2N(C1)C=C(N2)C)C(F)(F)F